3-(4-(2-methoxy-2-ketoethyl)phenyl)propanoic acid COC(CC1=CC=C(C=C1)CCC(=O)O)=O